titanium hydrochloride salt Cl.[Ti]